C1(CCC1)C(=O)C1=CC=C(C=C1)C1=CC(=CC=C1C)C(=O)NC1CC1 4'-(cyclobutanecarbonyl)-N-cyclopropyl-6-methyl-[1,1'-biphenyl]-3-carboxamide